ClC1=C(C(=CC(=C1)C#N)Cl)NC=1N(C2=NC(=NC=C2N1)N[C@@H]1[C@@H](CCCC1)O)C1CCC(CC1)C(=O)N (1R,4s)-4-(8-(2,6-dichloro-4-cyanophenylamino)-2-((1S,2R)-2-hydroxycyclohexylamino)-9H-purin-9-yl)cyclohexanecarboxamide